ClC1=NC=C(C=N1)C1CCN(CC1)C(CC(=O)[O-])(C)C 3-(4-(2-chloropyrimidin-5-yl) piperidin-1-yl)-3-methylbutanoate